Cl.CN(CCC(C(=O)Cl)F)C 4-(dimethylamino)-2-fluorobutyryl chloride hydrochloride